BrC1=CC=C(C=C1)C=1OC2=C(C(C1)=O)C=C(C=1NC(=NC12)C(F)(F)F)F 8-(4-bromophenyl)-4-fluoro-2-(trifluoromethyl)chromeno[7,8-d]imidazol-6(3H)-one